[2-chloro-3-(2-methoxyethoxy)-4-(methylsulfonyl)phenyl](1-ethyl-5-hydroxy-1H-pyrazol-4-yl)-methanone ClC1=C(C=CC(=C1OCCOC)S(=O)(=O)C)C(=O)C=1C=NN(C1O)CC